ClC=1C=C2C(=C3C1NC(NC31CCCCC1)=O)OC(=N2)CNC2(CCOCC2)COC 5-chloro-2-({[4-(methoxymethyl)oxan-4-yl]amino}methyl)-7,8-dihydro-6H-spiro[[1,3]oxazolo[5,4-f]quinazoline-9,1'-cyclohexane]-7-one